di-n-hexyl-bis-(2-ethoxyethoxy)silane C(CCCCC)[Si](OCCOCC)(OCCOCC)CCCCCC